FC1=C(C(=C(C=C1OC)OC)F)N1C(N(C2=C(C1)C=NC1=C2C=CN1)CC)=O 3-(2,6-Difluoro-3,5-dimethoxyphenyl)-1-ethyl-1,3,4,7-tetrahydro-2H-pyrrolo[3',2':5,6]pyrido[4,3-d]pyrimidin-2-one